C(=C)S(=O)(=O)CCCCS(=O)(=O)C=C 1,4-bis(vinylsulfonyl)butane